ClC=1C=C(\C=N\C(C(=O)O)C(C)C)C=C(C1OC(\C=C\C1=CC=C(C=C1)Cl)=O)OC 2-((E)-((E)-3-chloro-4-((E)-3-(4-chlorophenyl)acryloyloxy)-5-methoxybenzylidene)amino)-3-methylbutanoic acid